C1(CC1)C1=CC(=C(C=C1)C(CC)N1C[C@@H](N(C[C@H]1CC)C1=CC(N(C=2C=CC(=NC12)C#N)C)=O)CC)F 8-((2S,5R)-4-(1-(4-Cyclopropyl-2-fluorophenyl)propyl)-2,5-diethylpiperazin-1-yl)-5-methyl-6-oxo-5,6-dihydro-1,5-naphthyridin-2-carbonitril